C(C)C(C(=O)[O-])(CCCCCC)CC.[Nd+3].C(C)C(C(=O)[O-])(CCCCCC)CC.C(C)C(C(=O)[O-])(CCCCCC)CC neodymium 2,2-diethyloctanoate